6-(6-chloropyridin-3-yl)-1-(4,4-dimethylcyclohexyl)-1H-pyrazolo[3,4-d]pyrimidin-2-carboxamide ClC1=CC=C(C=N1)C1=NC=C2C(=N1)N(N(C2)C(=O)N)C2CCC(CC2)(C)C